C1(=CC=CC=C1)/C(/C=O)=C\C (E)-2-phenylbut-2-enaldehyde